2-amino-3-(5-chloro-7-{[(furan-2-yl)methyl]amino}thieno[3,2-b]pyridin-2-yl)propan-1-ol NC(CO)CC1=CC2=NC(=CC(=C2S1)NCC=1OC=CC1)Cl